C(#N)C=1C=C(C=CC1F)NC(=O)C=1C=C(N2CCCC12)C(C(N[C@H](C(F)(F)F)C)=O)=O (S)-N-(3-cyano-4-fluorophenyl)-5-(2-oxo-2-((1,1,1-trifluoropropan-2-yl)amino)acetyl)-2,3-dihydro-1H-pyrrolizine-7-carboxamide